2,3,4,9-tetrahydro-1H-pyrido[3,4-b]indol-8-ol C1NCCC2=C1NC1=C(C=CC=C21)O